D-2-butoxy-7-((1-(piperidin-3-ylmethyl)-1H-pyrazol-4-yl)methyl)imidazo[2,1-f][1,2,4]triazin-4-amine C(CCC)OC1=NN2C(C(=N1)N)=NC=C2CC=2C=NN(C2)CC2CNCCC2